NOC1=C(C(=O)C2=CC=CC=C2)C=CC=C1 Aminooxybenzophenone